ClC1=CC=C(S1)C1=C(N)C=C(C=C1)C=1C=NNC1 2-{5-Chlorothiophen-2-Yl}-5-(1H-pyrazol-4-yl)aniline